4-[5-(difluoromethyl)-1,3,4-oxadiazol-2-yl]-1H-pyridazin-6-one FC(C1=NN=C(O1)C=1C=NNC(C1)=O)F